3-nitro-N-(4-((6-nitro-2-oxo-2H-benzopyran-4-yl)amino)phenyl)benzenesulfonamide [N+](=O)([O-])C=1C=C(C=CC1)S(=O)(=O)NC1=CC=C(C=C1)NC1=CC(OC2=C1C=C(C=C2)[N+](=O)[O-])=O